N1=CN=C(C2=C1NC=C2)NC2=C(C=CC(=C2)C#CC(C)(C=2SC=CN2)O)N2CC(NCC2)C#N 4-(2-((7H-pyrrolo[2,3-d]pyrimidin-4-yl)amino)-4-(3-hydroxy-3-(thiazol-2-yl)but-1-yn-1-yl)phenyl)piperazine-2-carbonitrile